NCC(C(=O)NC1=CC=C2C=NNC2=C1)C1=CC=C(C=C1)CO 3-amino-2-(4-(hydroxymethyl)phenyl)-N-(1H-indazol-6-yl)propanamide